N1=C(C=CC2=CC=CC=C12)COC1=C(C=CC(=C1)C(=O)O)C1=CC=CC=C1 (quinolin-2-ylmethoxy)-[1,1'-biphenyl]-4-carboxylic acid